[C@H]12OC[C@H](N(C1)C1=NN=C(S1)C=1C(=CC(=NC1)C1=CC=C3N1N=CC(=C3)C#N)NC(C)C)C2 7-(5-(5-((1R,4R)-2-oxa-5-azabicyclo[2.2.1]heptan-5-yl)-1,3,4-thiadiazol-2-yl)-4-(isopropylamino)pyridin-2-yl)pyrrolo[1,2-b]pyridazine-3-carbonitrile